1-(3-(4-amino-3-(4-phenoxyphenyl)-1H-pyrazolo[3,4-d]pyrimidin-1-yl)piperidin-1-yl)-3-(thien-2-yl)prop-2-en-1-one NC1=C2C(=NC=N1)N(N=C2C2=CC=C(C=C2)OC2=CC=CC=C2)C2CN(CCC2)C(C=CC=2SC=CC2)=O